BrC1=CC2=C(N(C=N2)C2=CC=C(C(=N2)N2N=C(C=C2C)OC(F)F)C#N)C=C1 6-(5-bromobenzimidazol-1-yl)-2-[3-(difluoromethoxy)-5-methyl-pyrazol-1-yl]pyridine-3-carbonitrile